1-((4aS,6R,7R,8R,8aR)-6-(aminomethyl)-7,8-dihydroxyhexahydro-1H,6H-pyrano[2,3-b][1,4]oxazin-1-yl)-2,2,2-trifluoroethan-1-one NC[C@@H]1[C@@H]([C@@H]([C@@H]2[C@@H](OCCN2C(C(F)(F)F)=O)O1)O)O